C1(=CC=CC=C1)C(=CCS)C1=CC=CC=C1 (2,2-diphenylvinyl)methyl-sulfane